5-(4-Chlorofurano[2,3-d]pyrimidin-6-yl)-1H-pyrimidine-2,4-dione ClC=1C2=C(N=CN1)OC(=C2)C=2C(NC(NC2)=O)=O